3-(4-(2,5-dimethylphenyl)-4H-1,2,4-triazol-3-yl)-2-(6-methyl-4-(trifluoromethyl)pyridin-2-yl)hexahydrocyclopenta[c]pyrrole-1(2H)-one CC1=C(C=C(C=C1)C)N1C(=NN=C1)C1C2C(C(N1C1=NC(=CC(=C1)C(F)(F)F)C)=O)CCC2